methyl-amine iodide salt [I-].CN